FC1=C(C=CC(=C1)[C@@H]1NC(CC1)=O)C=1N=C2SC3=C(N2C1)C=CC(=C3)C(=O)O (R)-2-(2-fluoro-4-(5-oxopyrrolidin-2-yl)phenyl)benzo[d]imidazo[2,1-b]thiazole-7-carboxylic acid